pentenyl silicate [Si](OC=CCCC)([O-])([O-])[O-]